9-methacryloyloxy-10-hydroxy-1,2,3,4-tetrahydroanthracene C(C(=C)C)(=O)OC=1C2=CC=CC=C2C(=C2CCCCC12)O